dihexyloctanoate C(CCCCC)C(C(=O)[O-])(CCCCCC)CCCCCC